Dibenzyl (14-bromotetradecyl)phosphonate BrCCCCCCCCCCCCCCP(OCC1=CC=CC=C1)(OCC1=CC=CC=C1)=O